tert-butyl (2-(2-hydroxypropan-2-yl)-N-(2-(4-(isochroman-6-yl)-2,6-diisopropylphenyl)acetyl) thiazole-5-sulfonimidoyl)carbamate OC(C)(C)C=1SC(=CN1)S(=O)(=NC(CC1=C(C=C(C=C1C(C)C)C=1C=C2CCOCC2=CC1)C(C)C)=O)NC(OC(C)(C)C)=O